dihydropyrrole C1CNC=C1